1-(11Z-octadecenoyl)-2-(5Z,8Z,11Z,14Z-eicosatetraenoyl)-sn-glycero-3-phosphocholine CCCCCC/C=C\CCCCCCCCCC(=O)OC[C@H](COP(=O)([O-])OCC[N+](C)(C)C)OC(=O)CCC/C=C\C/C=C\C/C=C\C/C=C\CCCCC